N2,4-dibenzyl-N6-hydroxy-3,4-dihydro-2H-benzo[b][1,4]oxazine-2,6-dicarboxamide C(C1=CC=CC=C1)NC(=O)C1CN(C2=C(O1)C=CC(=C2)C(=O)NO)CC2=CC=CC=C2